N1=C2N(C=C1C=1C=C(C=CC1OC1=CC(=CC=C1)F)S(=O)(=O)NC)CCC2 3-(6,7-dihydro-5H-pyrrolo[1,2-a]imidazol-2-yl)-4-(3-fluorophenoxy)-N-methylbenzene-1-sulfonamide